N-(2,2-Dimethyl-6-morpholino-3H-benzofuran-5-yl)-3-(2-hydroxyethyl)triazolo[4,5-c]pyridine-7-carboxamide CC1(OC2=C(C1)C=C(C(=C2)N2CCOCC2)NC(=O)C=2C1=C(C=NC2)N(N=N1)CCO)C